(R)-di-tert-butyl-3-(3-ethoxy-3-oxopropanoyl)-6-methyl-6,7-dihydro-1H-pyrazolo[4,3-c]pyridine-1,5(4H)-dicarboxylate C(C)(C)(C)OC(=O)N1N=C(C=2CN([C@@H](CC21)C)C(=O)OC(C)(C)C)C(CC(=O)OCC)=O